ethyl 2-chloro-6-[2-(1-cyclopropylpyrazol-4-yl)morpholin-4-yl]pyridine-4-carboxylate ClC1=NC(=CC(=C1)C(=O)OCC)N1CC(OCC1)C=1C=NN(C1)C1CC1